Fluorospiro[cyclohexane-1,1'-indene]-3-one FC=1C2(C3=CC=CC=C3C1)CC(CCC2)=O